NC1=NC=CC(=C1Cl)SC=1N=CC(=NC1)N1CCC2(CC[C@@H](C2)C2CC2)CC1 (S)-8-(5-((2-amino-3-chloropyridin-4-yl)thio)pyrazin-2-yl)-2-cyclopropyl-8-azaspiro[4.5]decan